C(C\C=C\C)[Mg]Br (E)-pent-3-en-1-ylmagnesium bromide